C(C1=CC=CC=C1)OC1=CC=CC(=N1)N1C(CN(CC1)CC1=NC2=C(N1C[C@H]1OCC1)C=C(C=C2)C(=O)OCC2=CC=CC=C2)=O (S)-benzyl 2-((4-(6-(benzyloxy)pyridin-2-yl)-3-oxopiperazin-1-yl)methyl)-1-(oxetan-2-ylmethyl)-1H-benzo[d]imidazole-6-carboxylate